1,4-dimercaptodithiol SS1SCC(=C1)S